5,10,15,20-Tetrakis(3,5-biscarboxyl-phenyl)porphyrin C(=O)(O)C=1C=C(C=C(C1)C(=O)O)C=1C2=CC=C(N2)C(=C2C=CC(C(=C3C=CC(=C(C=4C=CC1N4)C4=CC(=CC(=C4)C(=O)O)C(=O)O)N3)C3=CC(=CC(=C3)C(=O)O)C(=O)O)=N2)C2=CC(=CC(=C2)C(=O)O)C(=O)O